(6-Fluoroquinolin-4-yl)cyclohexane-1-carbaldehyde-3-d FC=1C=C2C(=CC=NC2=CC1)C1(CC(CCC1)[2H])C=O